N1-(((1r,4r)-4-aminocyclohexyl)methyl)-N4-ethyl-N4-pentylbenzene-1,4-diamine NC1CCC(CC1)CNC1=CC=C(C=C1)N(CCCCC)CC